6-chloro-3-(3-(cyclobutylthio)phenyl)furo[3,2-b]pyridine ClC=1C=C2C(=NC1)C(=CO2)C2=CC(=CC=C2)SC2CCC2